4-(2-fluorophenoxy)-N-((1aR,2R,8bS)-4-methyl-3-oxo-1,1a,2,3,4,8B-hexahydrocyclopropa[d]pyrido[2,3-B]azepin-2-yl)picolinamide FC1=C(OC2=CC(=NC=C2)C(=O)N[C@@H]2[C@H]3[C@@H](C4=C(N(C2=O)C)N=CC=C4)C3)C=CC=C1